(S)-2-(4-((3-cyano-6-methyl-4-(trifluoromethyl)pyridin-2-yl)amino)-10-fluoro-6-methyl-5-oxo-3,4,5,6-tetrahydrobenzo[b][1,4]diazocine-1(2H)-yl)acethydrazide C(#N)C=1C(=NC(=CC1C(F)(F)F)C)N[C@@H]1C(N(C2=C(N(CC1)CC(=O)NN)C(=CC=C2)F)C)=O